(2S)-2-[(2S)-2-acetamido-3-(pyridin-3-yl)propionylamino]-5,5-dimethylhexanoic acid C(C)(=O)N[C@H](C(=O)N[C@H](C(=O)O)CCC(C)(C)C)CC=1C=NC=CC1